S1CSC=C1 1,3-dithiolen